(3R,5S)-3-ethynyl-3-hydroxy-1,5-dimethylpyrrolidin-2-one C(#C)[C@]1(C(N([C@H](C1)C)C)=O)O